C(C)N1CC(CCC1)N1C(N(C2=CC=CC=C2C1=O)CC1=CC=C(C(=O)NO)C=C1)=O 4-((3-(1-ethylpiperidin-3-yl)-2,4-dioxo-3,4-dihydroquinazolin-1(2H)-yl)methyl)-N-hydroxybenzamide